N'-hydroxy-5-(2-methoxyethyl)pyridinecarboxamidine ON=C(N)C1=NC=C(C=C1)CCOC